ClC(C(=O)Cl)CC1=C(C=C(C(=C1)N1N=C(N(C1=O)C(F)F)C)F)Cl 2-chloro-3-(2-chloro-5-(4-difluoromethyl-3-methyl-5-oxo-1,2,4-triazole-1-yl)-4-fluorophenyl)propionyl chloride